NCCN1C=CC=2C(C(=CC(C12)=O)C=1C=NC=C(C1)Cl)=O (2-aminoethyl)-5-(5-chloro-3-pyridinyl)-1H-indole-4,7-dione